1-[(4aS,8aR)-4-[5-(difluoromethyl)-6-(2-hydroxy-4-methyl-phenyl)pyridazin-3-yl]-3,4a,5,7,8,8a-hexahydro-2H-pyrido[4,3-b][1,4]oxazin-6-yl]ethanone FC(C=1C=C(N=NC1C1=C(C=C(C=C1)C)O)N1[C@@H]2[C@H](OCC1)CCN(C2)C(C)=O)F